CN1N=CC(=C1)C1=CC=2C(=NC=CC2N2CC3CCC(C2)N3C(=O)OC(C)(C)C)N1 tert-butyl 3-(2-(1-methyl-1H-pyrazol-4-yl)-1H-pyrrolo[2,3-b]pyridin-4-yl)-3,8-diazabicyclo[3.2.1]octane-8-carboxylate